C(CCCCCCC\C=C/CCCCCCCC)CCC(=S)O 3-oleylthiopropionic acid